1-(tert-butyl) 2-methyl (2S,3R,4R)-4-azido-3-hydroxypyrrolidine-1,2-dicarboxylate N(=[N+]=[N-])[C@H]1[C@@H]([C@H](N(C1)C(=O)OC(C)(C)C)C(=O)OC)O